C(C)(C)(C)N(C(O)=O)C[C@@H](C(CN)N(C(O)=O)C(C)(C)C)O[Si](C(C)C)(C(C)C)C(C)C.CN1C=C(C2=CC=CC=C12)C1OC(=O)C2=CC=CC=C12 3-(1-methyl-indol-3-yl)phthalide (S)-di-tert-butyl-(4-amino-2-((triisopropylsilyl)oxy)butane-1,3-diyl)dicarbamate